N,N'-(1,6-dioxo-1,6-hexanediyl)bis-glycine O=C(CCCCC(=O)NCC(=O)O)NCC(=O)O